4-(3-(5-methoxy-6-propoxypyridin-2-yl)phenyl)-1,2-oxaborol-2-ol COC=1C=CC(=NC1OCCC)C=1C=C(C=CC1)C=1CB(OC1)O